C(=CC)S(=O)(=O)C1=CC=C(C=C1)C1=C(C=CC=C1)OC1=CC=C(C=C1)C(F)(F)F 4'-(prop-1-en-1-ylsulfonyl)-2-(4-(trifluoromethyl)phenoxy)-1,1'-biphenyl